BrC1=C(C=C(C=C1)C1CN(C1)C(=O)N1C[C@@H]2[C@@H](OCC(N2)=O)CC1)Cl (4aR,8aS)-6-(3-(4-Bromo-3-chlorophenyl)azetidin-1-carbonyl)hexahydro-2H-pyrido[4,3-b][1,4]oxazin-3(4H)-on